6-nitro-3-dimethylaminothiochroman-4-one [N+](=O)([O-])C=1C=C2C(C(CSC2=CC1)N(C)C)=O